N1N=CC(=C1)C1=CC=C(C=C1)N1C([C@]2(C(C1)CO)NC1=CC=CC=C1C2)=O (2S)-1'-(4-(1H-pyrazol-4-yl)phenyl)-4'-(hydroxymethyl)spiro[indoline-2,3'-pyrrolidin]-2'-one